2-[4-{5-chloro-2-[5-(difluoromethyl)-1,3,4-oxadiazol-2-yl]phenyl}-5-methoxy-2-oxopyridin-1(2H)-yl]-4-methoxybutyric acid ClC=1C=CC(=C(C1)C1=CC(N(C=C1OC)C(C(=O)O)CCOC)=O)C=1OC(=NN1)C(F)F